C(CCCCCCCCCCCCCCC)C(C(=O)O)(CCCC)CC.C(CCCCCCC)(=O)OCCCCCCCCCCCCCCCC cetyl octanoate (cetyl 2-ethylhexanoate)